2-(diethoxyphosphoryl)-3-methoxypropanoate C(C)OP(=O)(OCC)C(C(=O)[O-])COC